COC1=CC=C(CN(C(=S)N)C2=CC(=CC=C2)N2CCOCC2)C=C1 1-(4-methoxybenzyl)-1-(3-morpholinophenyl)thiourea